O=C1NC(CCC1NC1=CC(=C(C=C1)N1CCC(CCC1)(O)CC(=O)O)F)=O 2-[1-[4-[[2,6-dioxo-3-piperidyl]amino]-2-fluoro-phenyl]-4-hydroxy-azepan-4-yl]acetic acid